4-(furanylthio)cyclohexanone Tin-copper-antimony lead [Pb].[Sb].[Cu].[Sn].O1C(=CC=C1)SC1CCC(CC1)=O